methyl-2,3,4-tri-O-acetyl-β-D-glucopyranose C[C@]1(O)[C@H](OC(C)=O)[C@@H](OC(C)=O)[C@H](OC(C)=O)[C@H](O1)CO